CN1C(NC2=C1C(=CC=C2)C2CCNCC2)=O 3-methyl-2-oxo-4-(piperidin-4-yl)-1,3-benzodiazol